CC=1C=C(COC=2C3=CC=CC=C3C(=C3C=CC=CC23)OCC2=CC(=CC=C2)C)C=CC1 9,10-di(3-methylbenzyloxy)anthracene